C(C1=CC=CC=C1)C1(C(N=CC(=C1)Br)N)N 3-benzyl-5-bromopyridine-2,3-diamine